ClP(=O)(OC1=C(C=CC=C1)C)OC1=C(C=CC=C1)C 1-[chloro-(2-methylphenoxy)phosphoryl]oxy-2-methylbenzene